2-(3-fluoro-4-methoxyphenyl)-7-(1-methyl-1,2,3,6-tetrahydropyridin-4-yl)-4H-pyrido[1,2-a]pyrimidin-4-one FC=1C=C(C=CC1OC)C=1N=C2N(C(C1)=O)C=C(C=C2)C=2CCN(CC2)C